(S)-3-hydroxypropane-1,2-diyl di-oleate C(CCCCCCC\C=C/CCCCCCCC)(=O)OC[C@H](CO)OC(CCCCCCC\C=C/CCCCCCCC)=O